C(C)(C)(C)NC1=NC=C2N=C(N(C2=N1)C1CCN(CC1)C(=O)OC(C)(C)C)NC1=C(C(=CC=C1)Cl)F tert-Butyl 4-(2-(tert-butylamino)-8-((3-chloro-2-fluorophenyl)amino)-9H-purin-9-yl)piperidine-1-carboxylate